1-isopropyl-2-(4-(trifluoromethyl)benzyl)-1H-benzo[d]imidazol-6-amine C(C)(C)N1C(=NC2=C1C=C(C=C2)N)CC2=CC=C(C=C2)C(F)(F)F